trisodium citrate manganite [Mn](=O)([O-])[O-].C(CC(O)(C(=O)O)CC(=O)O)(=O)[O-].[Na+].[Na+].[Na+]